3-ethoxy-4-[3-ethyl-5-(1H-tetrazol-5-yl)anilino]cyclobut-3-ene-1,2-dione C(C)OC=1C(C(C1NC1=CC(=CC(=C1)C1=NN=NN1)CC)=O)=O